Cl.Cl.N1CC(C1)CN1C[C@@H](CC1)F (R)-1-(azetidin-3-ylmethyl)-3-fluoropyrrolidine 2HCl